7,8-dimethyl-7,8-dihydro-5H-pyrano[4,3-b]pyridine CC1C(C2=NC=CC=C2CO1)C